octyl margarate C(CCCCCCCCCCCCCCCC)(=O)OCCCCCCCC